C1(=CC=CC=C1)P(C1=C(C2=CC=CC=C2C=C1)C1=C(C=CC2=CC=CC=C12)P(C1=CC=CC=C1)C1=CC=CC=C1)C1=CC=CC=C1 2,2'-bis(diphenyl-phosphino)-1,1-binaphthalene